CC1(N(C(CCC1)(C)C)N)C 2,2,6,6-tetramethyl-piperidineamine